C(C)(C)(C)OC(=O)N1C(=CC2=CC=CC=C12)C1=C(C2=C(S1)C=C(C=C2OC)C(=O)OCC)CCO[Si](C2=CC=CC=C2)(C2=CC=CC=C2)C(C)(C)C 2-(3-(2-((tert-butyldiphenylsilyl)oxy)ethyl)-6-(ethoxycarbonyl)-4-methoxybenzo[b]thiophen-2-yl)-1H-indole-1-carboxylic acid tert-butyl ester